[Na+].[Na+].O[B-]1(CCC=2C=CC(=C(C2O1)C(=O)O)OC1CN(C1)C(=O)C1NCCCC1)O.O[B-]1(CCC=2C=CC(=C(C2O1)C(=O)O)OC1CN(C1)C(=O)C1NCCCC1)O 4,4-dihydroxy-8-({1-(piperidine-2-carbonyl)azetidin-3-yl}oxy)-5-oxa-4-boranuidabicyclo[4.4.0]deca-1(6),7,9-triene-7-carboxylic acid disodium salt